BrC=1C=C(C=CC1O)CCNC(C)=O N-(3-bromo-4-hydroxyphenylethyl)acetamide